Tert-butyl 2-(hydroxymethyl)-6-((4-(6-nitro-1-(tetrahydro-2H-pyran-2-yl)-1H-indazol-4-yl)-1H-1,2,3-triazol-1-yl)methyl)-1H-indole-1-carboxylate OCC=1N(C2=CC(=CC=C2C1)CN1N=NC(=C1)C1=C2C=NN(C2=CC(=C1)[N+](=O)[O-])C1OCCCC1)C(=O)OC(C)(C)C